C1(CC1)C1=NN(C(=C1)NC(C(C)C=1N=C2N(C=C(C=C2)C)C1)=O)C(=O)OC(C)(C)C tert-butyl 3-cyclopropyl-5-(2-{6-methylimidazo[1,2-a]pyridin-2-yl} propanamido)-1H-pyrazole-1-carboxylate